ClC1=C(C(=O)NC=2C=C3C=C(N(C3=CC2)C)C(=O)NC2=C(C=CC=C2)C)C=C(C=C1)CNC(C(C)C)=O 5-(2-chloro-5-(isobutyrylaminomethyl)benzoylamino)-1-methyl-N-(o-tolyl)-1H-indole-2-carboxamide